[C@@H]12N(CCN[C@H]2CC1)C=1C=CC(=NC1)C#N cis-5-(2,5-diazabicyclo[4.2.0]octan-2-yl)pyridine-2-carbonitrile